[N-](C#N)C#N.C(CCC)CN1C(=O)N(C)C=2N(C=NC2C1=O)C butyl-9-methyl-theophylline dicyanamide salt